FC=1C=C2C(NN=C(C2=CC1F)[C@H](C)N(C(C1=CC(=C(C=C1)F)F)=O)C)=O (S)-N-(1-(6,7-difluoro-4-oxo-3,4-dihydrophthalazin-1-yl)ethyl)-3,4-difluoro-N-methylbenzamide